BrC1=CC2=C(N=C(N=C2N[C@H](C)C2=C(C(=CC=C2)C(F)F)F)C)C(=N1)Cl (R)-6-bromo-8-chloro-N-(1-(3-(difluoromethyl)-2-fluorophenyl)ethyl)-2-methylpyrido[3,4-d]pyrimidin-4-amine